3-(5-Amino-6-(1H-1,2,4-triazol-1-yl)pyrazin-2-yl)-N-(2-azabicyclo[2.1.1]hexan-4-yl)-4-(methyl-d3)benzenesulfonamide trifluoroacetate salt FC(C(=O)O)(F)F.NC=1N=CC(=NC1N1N=CN=C1)C=1C=C(C=CC1C([2H])([2H])[2H])S(=O)(=O)NC12CNC(C1)C2